N=1C=CN2C1CCCC2 6H,7H,8H-imidazo[1,2-a]pyridine